5-((R)-(((S)-tert-butylsulfinyl)amino)(cyclopentyl)methyl)-N-hydroxythiophene-3-carboximidamide C(C)(C)(C)[S@](=O)N[C@@H](C1=CC(=CS1)C(NO)=N)C1CCCC1